C(C)OC1=C(C=CC=C1)C1=NC=2CN(C[C@]3(C2C=C1)[C@@H](CN(CC3)C3=C(C(=CC=C3)OC)C(F)(F)F)CC)C[C@@H]3NCCC3 |&1:15,19| (3SR,4SR)-2'-(2-ethoxyphenyl)-3-ethyl-1-(3-methoxy-2-(trifluoromethyl)phenyl)-7'-(((R)-pyrrolidin-2-yl)methyl)-7',8'-dihydro-6'H-spiro[piperidine-4,5'-[1,7]naphthyridine]